N-{4-[(4-chlorophenylamino)methyl]-2-methylphenyl}butyramide ClC1=CC=C(C=C1)NCC1=CC(=C(C=C1)NC(CCC)=O)C